N,N-Dimethylanilin dihydrochlorid Cl.Cl.CN(C1=CC=CC=C1)C